3-(4-(dimethylamino)phenyl)-N-(3-(4-((5-(4-(dimethylamino)phenyl)pyridin-2-yl)oxy)piperidine-1-carbonyl)naphthalen-2-yl)propanamide CN(C1=CC=C(C=C1)CCC(=O)NC1=CC2=CC=CC=C2C=C1C(=O)N1CCC(CC1)OC1=NC=C(C=C1)C1=CC=C(C=C1)N(C)C)C